4-(5-(difluoromethyl)-1,3,4-oxadiazol-2-yl)-1-(3-(2-methyl-1H-imidazol-5-yl)prop-2-yn-1-yl)pyridin-2(1H)-one FC(C1=NN=C(O1)C1=CC(N(C=C1)CC#CC1=CN=C(N1)C)=O)F